7-iodo-2-methyl-[1,2,4]triazolo[4,3-a]pyridin-3-one IC1=CC=2N(C=C1)C(N(N2)C)=O